C(#N)C1=CC(=C(COC=2C=C(C=CC2)C2=C(C=C(C=C2)CC2=NC3=C(N2C[C@@H]2OCCC2)C=CC=C3)F)C=C1)F (R)-2-((3'-(4-Cyano-2-fluorobenzyloxy)-2-fluorobiphenyl-4-yl)methyl)-1-((tetrahydrofuran-2-yl)methyl)-1H-benzo[d]imidazol